(S)-N-(3-chloro-4-fluorophenyl)-1,2,4-trimethyl-5-(2-oxo-2-((1,1,1-trifluoropropan-2-yl)amino)acetyl)-1H-pyrrole-3-carboxamide ClC=1C=C(C=CC1F)NC(=O)C1=C(N(C(=C1C)C(C(N[C@H](C(F)(F)F)C)=O)=O)C)C